C(C)ON1C(=CC2=CC=CC=C12)C(=O)N[C@H](C(N[C@H](C=O)C[C@H]1C(NCC1)=O)=O)CC(C)C ethoxy-N-((S)-4-methyl-1-oxo-1-(((S)-1-oxo-3-((S)-2-oxopyrrolidin-3-yl)propan-2-yl)amino)pentan-2-yl)-1H-indole-2-carboxamide